C[C@H]1N(C[C@@H](N(C1)C(CCOC[C@H](C)NC=1C=NNC(C1C(F)(F)F)=O)=O)C)C(=O)OC(C)(C)C tert-butyl (2R,5S)-2,5-dimethyl-4-(3-((S)-2-((6-oxo-5-(trifluoromethyl)-1,6-dihydropyridazin-4-yl)amino)propoxy)propanoyl)piperazine-1-carboxylate